3,6-di(phenyl-2,3,4,5,6-d5)-9H-carbazole C1(=C(C(=C(C(=C1[2H])[2H])[2H])[2H])[2H])C=1C=CC=2NC3=CC=C(C=C3C2C1)C1=C(C(=C(C(=C1[2H])[2H])[2H])[2H])[2H]